methyl-(2-ethylhexyl)-amine CNCC(CCCC)CC